N1(CCOCC1)CC(=O)O 2-(morpholin-4-yl)acetic acid